N1(C=NC=C1)C1=CC=C(\C=N\NC2=C3N=CN(C3=NC=N2)[C@@H]2O[C@@H]([C@H]([C@H]2O)O)CO)C=C1 (2R,3R,4S,5R)-2-{6-{2-[(E)-4-(1H-imidazol-1-yl)benzylidene]hydrazino}-9H-purin-9-yl}-5-(hydroxymethyl)tetrahydrofuran-3,4-diol